(1S,4S)-5-[[5-cyclopropyl-3-(2,6-dichlorophenyl)-1,2-oxazol-4-yl]methoxy-2-azabicyclo[2.2.1]heptan-2-yl]benzoic acid C1(CC1)C1=C(C(=NO1)C1=C(C=CC=C1Cl)Cl)CO[C@@]12N(C[C@@H](CC1)C2)C=2C=CC=C(C(=O)O)C2